FC(C=1C(NC2=C(C(=CC(=C2C1)F)CO)F)=O)F 3-(difluoromethyl)-5,8-difluoro-7-(hydroxymethyl)-1H-quinolin-2-one